CC1=C(C(=C(C1([Hf](C1(C=CC2=CC=3CCCC3C=C12)CCCCC)(C)C)C)C)C)C Pentamethylcyclopentadienyl-dimethyl-(1-pentyl-1,5,6,7-tetrahydro-s-indacenyl)hafnium